N-(2-(3-(fluoromethyl)azetidin-1-yl)ethyl)-3-(trifluoromethoxy)aniline FCC1CN(C1)CCNC1=CC(=CC=C1)OC(F)(F)F